3-isopropyl-1-methyl-1-(7-(6-((tetrahydro-2H-pyran-4-yl)methoxy)pyridin-3-yl)quinoxalin-2-yl)urea C(C)(C)NC(N(C1=NC2=CC(=CC=C2N=C1)C=1C=NC(=CC1)OCC1CCOCC1)C)=O